morpholino-3-(m-tolyloxy)propan-2-ol O1CCN(CC1)CC(COC=1C=C(C=CC1)C)O